tert-Butyl 5-(4-(((2-(3-((3-(3-cyanophenyl)-6-oxopyridazin-1(6H)-yl)methyl)phenyl)pyrimidine-5-yl)oxy)methyl)piperidin-1-yl)pentanoate C(#N)C=1C=C(C=CC1)C1=NN(C(C=C1)=O)CC=1C=C(C=CC1)C1=NC=C(C=N1)OCC1CCN(CC1)CCCCC(=O)OC(C)(C)C